N-butyl chloride CCCCCl